N-(4-isopropylphenyl)-3,5-dimethyl-4-isoxazolecarboxamide C(C)(C)C1=CC=C(C=C1)NC(=O)C=1C(=NOC1C)C